2-[3-[2-(2-bromophenyl)-2,2-difluoro-ethoxy]propyl]isoindoline-1,3-dione BrC1=C(C=CC=C1)C(COCCCN1C(C2=CC=CC=C2C1=O)=O)(F)F